tert-butyl 3-[(1R)-2-benzyloxy-1-[[5-[4-(trifluoromethyl)phenoxy]naphthalene-2-carbonyl]amino]ethyl]azetidine-1-carboxylate C(C1=CC=CC=C1)OC[C@H](NC(=O)C1=CC2=CC=CC(=C2C=C1)OC1=CC=C(C=C1)C(F)(F)F)C1CN(C1)C(=O)OC(C)(C)C